COC1=CC=C(C=N1)C1=NOC(=N1)N1CCC(CC1)C(=O)OC Methyl 1-(3-(6-methoxypyridin-3-yl)-1,2,4-oxadiazol-5-yl)piperidine-4-carboxylate